6-(1-(4-(2,6-dioxopiperidin-3-yl)-3-fluorobenzyl)piperidin-4-yl)-2-(4-phenoxyphenyl)nicotinamide O=C1NC(CCC1C1=C(C=C(CN2CCC(CC2)C2=NC(=C(C(=O)N)C=C2)C2=CC=C(C=C2)OC2=CC=CC=C2)C=C1)F)=O